Butyl ((4-(4-((2-(2-hydroxypropan-2-yl)-1H-imidazol-1-yl)methyl)phenyl)-2-propyl thiazol-5-yl)sulfonyl)carbamate OC(C)(C)C=1N(C=CN1)CC1=CC=C(C=C1)C=1N=C(SC1S(=O)(=O)NC(OCCCC)=O)CCC